BrCCCCN(C(=O)[C@H]1N([C@@H]2CC[C@H]1C2)C2=NC(=CC(=C2)C(F)(F)F)C)C2=CC(=C(C=C2)F)Cl (1R,3S,4S)-N-(4-bromobutyl)-N-(3-chloro-4-fluorophenyl)-2-(6-methyl-4-(trifluoromethyl)pyridin-2-yl)-2-azabicyclo[2.2.1]heptane-3-carboxamide